(3S,4R)-3-amino-4-(2,6-difluoro-4-methoxyphenyl)-1-(4-morpholino-3-(trifluoromethyl)pyridin-2-yl)pyrrolidin-2-one hydrochloride Cl.N[C@@H]1C(N(C[C@H]1C1=C(C=C(C=C1F)OC)F)C1=NC=CC(=C1C(F)(F)F)N1CCOCC1)=O